1-(4-cyanobenzyl)-5-imidazolylmethyl-2-piperazinone C(#N)C1=CC=C(CN2C(CNC(C2)CC=2NC=CN2)=O)C=C1